CC1(C2=CC=CC(=C2C=2C=CC(=CC12)NC1=CC2=CC=CC=C2C=C1)C1=CC=CC=C1)C 9,9-dimethyl-N-(naphthalen-2-yl)-5-phenyl-9H-fluoren-2-amine